1-(4-bromophenyl)prop-2-yn-1-amine BrC1=CC=C(C=C1)C(C#C)N